NC(CCCCB(O)O)(CCCN1CCN(CC1)CC1=CC=C(C=C1)S(=O)(=O)C)C(=O)OCCOC 5-amino-5-((2-methoxyethoxy)carbonyl)-8-(4-(4-(methylsulfonyl)benzyl)piperazin-1-yl)octylboronic acid